(R)-N-(isoquinolin-3-yl)-N-(piperidin-3-yl)-4-(pyridin-4-ylamino)benzamide C1=NC(=CC2=CC=CC=C12)N(C(C1=CC=C(C=C1)NC1=CC=NC=C1)=O)[C@H]1CNCCC1